FC1=NC(=C2N=CN(C2=N1)C1OCCCC1)NCC1=CC=CC=C1 2-fluoro-6-benzylamino-9-(tetrahydro-2H-pyran-2-yl)-9H-purine